O=C1NC(CCC1N1C(C2=CC=C(C=C2C1=O)NCCCCCCNS(=O)(=O)C1N(CC1)C(=O)OC(C)(C)C)=O)=O tert-butyl [(6-[[2-(2,6-dioxopiperidin-3-yl)-1,3-dioxoisoindol-5-yl]amino]hexyl) sulfamoyl]azetidine-1-carboxylate